dihydro-1H-pyrrolo[2,3-c]pyridine N1CCC=2C1=CN=CC2